[(1S,2S)-1-methyl-2-[2-(trifluoromethyl)-phenyl]propyl] (2S)-2-[(3-acetoxy-4-methoxy-pyridine-2-carbonyl)amino]propanoate C(C)(=O)OC=1C(=NC=CC1OC)C(=O)N[C@H](C(=O)O[C@H]([C@@H](C)C1=C(C=CC=C1)C(F)(F)F)C)C